(6,7-dimethoxy-3,4-dihydroisoquinolin-2(1H)-yl)(1-(2-(furan-2-yl)phenyl)naphtho[2,1-b]furan-7-yl)methanone COC=1C=C2CCN(CC2=CC1OC)C(=O)C=1C=C2C=CC=3OC=C(C3C2=CC1)C1=C(C=CC=C1)C=1OC=CC1